8-bromo-3,6-dimethyl-2-(2-methyltetrahydrofuran-2-yl)quinazolin-4(3H)-one BrC=1C=C(C=C2C(N(C(=NC12)C1(OCCC1)C)C)=O)C